8-((5-bromo-2,3-dihydro-1H-inden-1-yl)amino)-8-oxooctanoic acid BrC=1C=C2CCC(C2=CC1)NC(CCCCCCC(=O)O)=O